N-(5-cyano-2-formylphenyl)acetamide C(#N)C=1C=CC(=C(C1)NC(C)=O)C=O